N-(2-(2-(4-(2,4-difluorobenzyloxy)phenoxy)ethoxy)ethyl)cyclopentylamine FC1=C(COC2=CC=C(OCCOCCNC3CCCC3)C=C2)C=CC(=C1)F